bis(3,5-difluoro-4-hydroxyphenyl)diphenylmethane FC=1C=C(C=C(C1O)F)C(C1=CC=CC=C1)(C1=CC=CC=C1)C1=CC(=C(C(=C1)F)O)F